2,4-dioxopyrimidine O=C1NC=CC(N1)=O